CC1N(C(CC1)C)C1=CC=C(C=C1)NC1=CC=C2C(N(N(C2=C1)C(=O)OC(C)(C)C)C)=O tert-butyl 6-((4-(2,5-dimethylpyrrolidin-1-yl) phenyl)amino)-2-methyl-3-oxo-2,3-dihydro-1H-indazole-1-carboxylate